C1(=CC=CC2=CC=CC=C12)C1(CC1)NC(=O)C1=C(CNC(C(=O)O)=O)C=CC=C1 2-((2-((1-(naphthalen-1-yl)cyclopropyl)carbamoyl)benzyl)amino)-2-oxoacetic acid